N1C=NCC2=C(C=CC=C12)B(O)O 1,4-DIHYDROQUINAZOLIN-5-YLBORONIC ACID